(S)-N-(3-(4-aminopyrrolo[2,1-f][1,2,4]triazin-7-yl)-4-methylphenyl)-3-phenylisoxazolidine NC1=NC=NN2C1=CC=C2C=2C=C(C=CC2C)N2OCC[C@H]2C2=CC=CC=C2